(S)-1-(4-bromo-5-fluoro-2-nitrophenyl)-3-methylpiperazine BrC1=CC(=C(C=C1F)N1C[C@@H](NCC1)C)[N+](=O)[O-]